C1(=CC=CC=C1)[C@@H]1CCN2N=C(N=C21)C(=O)N[C@@H]2C(NC1=C(CC2)C=C(C=C1F)F)=O (7S)-7-phenyl-N-[(3S)-7,9-difluoro-2-oxo-1,3,4,5-tetrahydro-1-benzazepin-3-yl]-6,7-dihydro-5H-pyrrolo[1,2-b][1,2,4]triazole-2-carboxamide